2-Amino-3-chlorobenzonitrile NC1=C(C#N)C=CC=C1Cl